C(C)(C)(C)S(=O)(=N)C1=CC=C(NC=2C(=NC(=C(N2)NC)C=2C3=C(C=NC2)N(C=N3)C)C(=O)OC)C=C1 methyl 3-[4-(tert-butylsulfonimidoyl)anilino]-5-(methylamino)-6-(3-methylimidazo[4,5-c]pyridin-7-yl)pyrazine-2-carboxylate